C(C)C=1C=NC2=CC=C(C=C2C1)C=1N=NC(=CC1)N(C1CC(NC(C1)(C)C)(C)C)C 3-Ethyl-6-(6-(methyl(2,2,6,6-tetramethylpiperidin-4-yl)amino)pyridazin-3-yl)quinolin